1,1,1,3,3,3-Hexamethyldisilazane C[Si](N[Si](C)(C)C)(C)C